ClC=1C=C(C=CC1F)C(C=1NC(=C(N1)S(=O)(=O)C)C)OCC1CC(C1)(F)F 2-[(3-chloro-4-fluorophenyl)-[(3,3-difluorocyclobutyl)methoxy]methyl]-5-methyl-4-methyl-sulfonyl-1H-imidazole